C1(CC1)COC(COC1=NN(C(=N1)C1=NC=C(C=C1)Cl)C1=C(C=C(C=C1)F)F)=O Cyclopropylmethyl-{[5-(5-chloropyridin-2-yl)-1-(2,4-difluorophenyl)-1H-1,2,4-triazol-3-yl]oxy}acetate